C(C)(C)(C)OC(=O)N1[C@@H](CCC1)[C@@]1(OC2=C(C1)C(=C(C(=C2)F)Cl)C2=C(C(=NC=C2C(=O)O)SCC)F)C2=CC=CC=C2 (S)-4-((S)-2-((S)-1-(tert-butoxycarbonyl)pyrrolidin-2-yl)-5-chloro-6-fluoro-2-phenyl-2,3-dihydrobenzofuran-4-yl)-6-(ethylthio)-5-fluoronicotinic acid